1-methyl-2-((6-methyl-4,5,6,7-tetrahydrobenzo[d]thiazol-2-yl)amino)-1H-benzo[d]imidazole-5-carboxylic acid CN1C(=NC2=C1C=CC(=C2)C(=O)O)NC=2SC1=C(N2)CCC(C1)C